CN1S(CC(N=C1)(C1=CC(=CC=C1)[N+](=O)[O-])C)(=O)=O 2,5-dimethyl-5-(3-nitrophenyl)-1,1-dioxo-1,2,4-thiadiazine